C(C)(C)(C)C=1C(=C(C=CC1)C1=C(C(=O)[O-])C=C(C(=C1C(C)(C)C)O)C(C)(C)C)C(C)(C)C di-tert-butylphenyl-3,5-di-tert-butyl-4-hydroxybenzoate